adipic acid (butoxyethoxyethyl) ester C(CCC)OCCOCCOC(CCCCC(=O)O)=O